5-(2-(1-methylcyclopropyl)ethyl)-1,3,4-oxadiazol-2(3H)-one CC1(CC1)CCC1=NNC(O1)=O